tert-butyl 3-(3-fluoro-4-(7-((3-(4-fluoropiperidin-1-yl)propyl)carbamoyl)benzo[d]imidazo[2,1-b]thiazol-2-yl)phenyl)piperidine-1-carboxylate FC=1C=C(C=CC1C=1N=C2SC3=C(N2C1)C=CC(=C3)C(NCCCN3CCC(CC3)F)=O)C3CN(CCC3)C(=O)OC(C)(C)C